2-chloro-5-(2'-methyl-5'-(perfluoroethyl)-4'-(trifluoromethyl)-2'h-[1,3'-bipyrazole]-4-yl)nicotinic acid ClC1=C(C(=O)O)C=C(C=N1)C=1C=NN(C1)C=1N(N=C(C1C(F)(F)F)C(C(F)(F)F)(F)F)C